(E)-2-(2-ethoxyvinyl)-1,6-naphthyridine C(C)O/C=C/C1=NC2=CC=NC=C2C=C1